OCCCCC=CCCCOCOCOCCCC=CCCCCO (3E)-6-hydroxy-3-hexenylpropyloxymethyl ether